CC=CC=CC(CCCCCCC)=O trideca-2,4-dien-6-one